1-(1-methyl-1H-pyrrol-3-yl)-3-(pyridin-3-yl)quinazoline-2,4(1H,3H)-dione CN1C=C(C=C1)N1C(N(C(C2=CC=CC=C12)=O)C=1C=NC=CC1)=O